ClC1=C(C=CC=C1)C1=NC(=NO1)C1=CC2=C(N(N=N2)CC(CO)(C)C)C=C1 3-(5-(5-(2-chlorophenyl)-1,2,4-oxadiazol-3-yl)-1H-benzo[d][1,2,3]triazol-1-yl)-2,2-dimethylpropan-1-ol